C1COC=C1 dihydrofuran